Cl.N[C@H]1CN(C[C@H](C1)C)C1=CC=C(C2=NSN=C21)C#N 7-((3R,5S)-3-Amino-5-methyl-piperidin-1-yl)-benzo[1,2,5]thiadiazole-4-carbonitrile hydrochloride